BrC1=CC=2C(=NC=C(C2Cl)C(=O)OC)N1COCC[Si](C)(C)C methyl 2-bromo-4-chloro-1-(2-trimethylsilylethoxymethyl)pyrrolo[2,3-b]pyridine-5-carboxylate